CNN(CCNC(C)(C)C)NC N,N-dimethylamino-N'-t-butylethylenediamine